FC1=CC=C(C=C1)N1C=NN(C1=O)CC1=CC(=C(OC(C(=O)O)(C)C)C(=C1)C)C 2-(4-((4-(4-fluorophenyl)-5-oxo-4,5-dihydro-1H-1,2,4-triazol-1-yl)methyl)-2,6-Dimethylphenoxy)-2-methylpropionic acid